CC1=C2C(C(=O)OC2=O)=CC(=C1)C 3,5-dimethyl-phthalic anhydride